[Mn].[V].C(#N)C1=CC=C(C=C1)S(=O)(=O)N(CCC1=NC=CC=C1)C1=CC=CC=C1 4-cyano-N-phenyl-N-[2-(pyridin-2-yl)ethyl]benzenesulfonamide vanadium-manganese